OP(OCC=C(C)CCC=C(C)CCC=C(C)C)([O-])=O Farnesyl hydroxyphosphonate